O=C1NC(CCC1N1C(C2=CC=C(C=C2C1=O)N1CCC(CC1)CN1CCC(CC1)CCN1CCC(CC1)C=1C=CC=2C3=C(N(C2C1)C)C=CN=C3)=O)=O 2-(2,6-dioxopiperidin-3-yl)-5-(4-((4-(2-(4-(5-methyl-5H-pyrido[4,3-b]indol-7-yl)piperidin-1-yl)ethyl)piperidin-1-yl)methyl)piperidin-1-yl)isoindoline-1,3-dione